C(#N)C=1C=C(C=C(C1)OC)[C@H](C)NC(=O)C=1C(=NC2=C(N=C(C=C2C1N1CCN[C@H](CC1)C)C)C1CC1)N1CCOCC1 N-[(S)-1-(3-cyano-5-methoxyphenyl)ethyl]-4-[(S)-5-methyl-1,4-diazepan-1-yl]-8-cyclopropyl-6-methyl-2-morpholino-1,7-diaza-3-naphthamide